1-((1H-indol-4-yl)methyl)-N3-methyl-N5-((1R,2R)-2-methylcyclopropyl)-2-oxo-1,2-dihydropyridine-3,5-dicarboxamide N1C=CC2=C(C=CC=C12)CN1C(C(=CC(=C1)C(=O)N[C@H]1[C@@H](C1)C)C(=O)NC)=O